FC=1C=C(C(=C(C1)[C@H]1NCC[C@H]1O)C)OC([2H])([2H])[2H] (2R,3R)-2-[5-fluoro-2-methyl-3-(trideuteriomethoxy)phenyl]pyrrolidin-3-ol